(3-(4-methoxyphenyl)prop-2-yn-1-yl)(phenyl)aminothioformylfluoride COC1=CC=C(C=C1)C#CCN(C1=CC=CC=C1)C(=S)F